OC1=NC=C(C=C1C)[N+](=O)[O-] 2-hydroxy-methyl-5-nitropyridine